N-(4-((4-ethylpiperazin-1-yl)methyl)-3-(trifluoromethyl)phenyl)acrylamide C(C)N1CCN(CC1)CC1=C(C=C(C=C1)NC(C=C)=O)C(F)(F)F